2,3-dihydro-1,4-benzodioxin-6-ylmethyl-amine O1CCOC2=C1C=CC(=C2)CN